C(C)(C)(C)OC(=O)N1C[C@@H](C=2C3=C(C(NC2C1)=O)C=C(C(=C3)F)F)NC |r| rac-8,9-difluoro-1-(methylamino)-6-oxo-1,4,5,6-tetrahydrobenzo[c][1,7]naphthyridine-3(2H)-carboxylic acid tert-butyl ester